OC[C@@H]([C@H](C)O)NC(=O)OC(C)(C)C tert-butyl (2s,3s)-1,3-dihydroxybutane-2-carbamate